tert-butyl (S)-3-((6-carbamoyl-1-((4,4-difluoro-5-oxopyrrolidin-2-yl)methoxy)-7-isopropoxyisoquinolin-4-yl)ethynyl)azetidine-1-carboxylate C(N)(=O)C=1C=C2C(=CN=C(C2=CC1OC(C)C)OC[C@H]1NC(C(C1)(F)F)=O)C#CC1CN(C1)C(=O)OC(C)(C)C